FC(C=1N=CC=2N(C1)C(=CN2)C2=NC=CC(=N2)N2CCOCC(C2)C(=O)N)(F)F 4-(2-(6-(Trifluoromethyl)imidazo[1,2-a]pyrazin-3-yl)pyrimidin-4-yl)-1,4-oxazepane-6-carboxamide